(S)-2-(methoxymethyl)-1-methyl-5-(2-oxo-2-((1,1,1-trifluoropropan-2-yl)amino)acetyl)-1H-pyrrole-3-carboxylic acid ethyl ester C(C)OC(=O)C1=C(N(C(=C1)C(C(N[C@H](C(F)(F)F)C)=O)=O)C)COC